lithium nickel-manganese-Cobalt oxide [Co]=O.[Mn].[Ni].[Li]